3-chloro-4-(2-chloro-4-fluorophenyl)-5-(3,5-dimethoxyphenyl)-1-(phenylmethoxy)-2(1H)-pyridinone ClC=1C(N(C=C(C1C1=C(C=C(C=C1)F)Cl)C1=CC(=CC(=C1)OC)OC)OCC1=CC=CC=C1)=O